B(I)(I)I.[Cs] cesium boron tri-iodide